OC(COC1=CC=C(C=C1)C(C)(C)C1=CC=C(C=C1)OCC(C)O)C 2,2-bis(4-(β-hydroxypropoxy)phenyl)propane